1-tert-Butyl 1-(2-{[(chloromethoxy)carbonyl]oxy} ethyl) cyclopropane-1,1-dicarboxylate C1(CC1)(C(=O)OC(C)(C)C)C(=O)OCCOC(=O)OCCl